tert-Butyl (2R,4R)-7'-(methoxymethyl)-2,3'-dimethyl-6',7'-dihydrospiro[piperidine-4,4'-pyrazolo[5,1-c][1,4]oxazine]-1-carboxylate COCC1N2C([C@]3(OC1)C[C@H](N(CC3)C(=O)OC(C)(C)C)C)=C(C=N2)C